C(C)(C)C1N(C(OC1)=O)C1=CC=C(C(=O)N)C=C1 4-(4-isopropyl-2-oxooxazolidin-3-yl)benzamide